C1(CC1)S(=O)(=O)NC(C=C)=O N-(cyclopropanesulfonyl)propenamide